(S)-α-Cyano-3-phenoxybenzyl (S)-2-(4-chlorophenyl)-3-methylbutyrate ClC1=CC=C(C=C1)[C@@H](C(=O)O[C@@H](C1=CC(=CC=C1)OC1=CC=CC=C1)C#N)C(C)C